OCCN([C@@H]1CC[C@@H](OC1)C(=O)N1[C@H](C2=CC=CC=C2CC1)C1=CC=C(C=C1)F)CCO ((2R,5R)-5-(bis(2-hydroxyethyl)amino)tetrahydro-2H-pyran-2-yl)((S)-1-(4-fluorophenyl)-3,4-dihydroisoquinolin-2(1H)-yl)methanone